CCC/C=C/C(=O)O The molecule is the (E)-stereoisomer of hexenoic acid. It has a role as a metabolite. It is a conjugate acid of a (2E)-hexenoate.